N-(3-(difluoromethyl)phenyl)-5-(2-(((1r,3r)-3-hydroxy-1-methylcyclobutyl)amino)-2-oxoacetyl)-1,2,4-trimethyl-1H-pyrrole-3-carboxamide FC(C=1C=C(C=CC1)NC(=O)C1=C(N(C(=C1C)C(C(=O)NC1(CC(C1)O)C)=O)C)C)F